(11R)-6-(2,6-dimethylphenyl)-11-[(1-methylcyclopropyl)methyl]-2,2-dioxo-9-oxa-2λ6-thia-3,5,12,19-tetrazatricyclo[12.3.1.14,8]nonadeca-1(18),4(19),5,7,14,16-hexaen-13-one CC1=C(C(=CC=C1)C)C1=NC=2NS(C=3C=CC=C(C(N[C@@H](COC(=C1)N2)CC2(CC2)C)=O)C3)(=O)=O